ClC1=CC=C(C=N1)C1(CCNCC1)C(=O)OC methyl 4-(6-chloropyridin-3-yl)piperidine-4-carboxylate